tert-Butyl 2'-(quinolin-3-yl)-5',6'-dihydrospiro[azetidine-3,4'-pyrrolo[1,2-b]pyrazole]-1-carboxylate N1=CC(=CC2=CC=CC=C12)C=1C=C2N(N1)CCC21CN(C1)C(=O)OC(C)(C)C